N-[4-fluoro-5-(2-morpholin-4-ylpyrimidin-5-yl)-2-[(3aR,6aR)-2,3,3a,4,6,6a-hexahydro-1H-pyrrolo[2,3-c]pyrrol-5-yl]phenyl]-6-oxo-4-(trifluoromethyl)-1H-pyridine-3-carboxamide FC1=CC(=C(C=C1C=1C=NC(=NC1)N1CCOCC1)NC(=O)C1=CNC(C=C1C(F)(F)F)=O)N1C[C@H]2[C@@H](C1)CCN2